(phenyl)(2,4,6-trimethoxyphenyl)sulfanium hexafluorophosphate F[P-](F)(F)(F)(F)F.C1(=CC=CC=C1)[SH+]C1=C(C=C(C=C1OC)OC)OC